ClC1=C2C=C(N(C2=CC=C1Cl)C=1C=NNC1)C(=O)NNC(C(F)(F)F)=N 4,5-dichloro-1-(1H-pyrazol-4-yl)-N'-(2,2,2-trifluoro-1-iminoethyl)-1H-indole-2-carbohydrazide